1-(4-acetamidophenyl)-5-mercapto-tetrazole C(C)(=O)NC1=CC=C(C=C1)N1N=NN=C1S